3-(3-(4-(furan-3-ylmethyl)benzyl)isoxazol-5-yl)pyridin-2-amine O1C=C(C=C1)CC1=CC=C(CC2=NOC(=C2)C=2C(=NC=CC2)N)C=C1